NC1=NC(=NO1)NCCCN(CCCCCCCC(=O)OCCC(CCCCC)CCCCC)CCCCCCCC(=O)OCCC(CCCCC)CCCCC bis(3-pentyloctyl) 8,8'-((3-((5-amino-1,2,4-oxadiazol-3-yl)amino)propyl)azanediyl)dioctanoate